CONC(C1=CN=C(C=C1NC1=C(C=CC=C1)N(S(=O)(=O)C)C)NC1=NC=C(C=C1)C(F)(F)F)=O N-methoxy-4-((2-(N-Methylmethanesulfonamido)phenyl)amino)-6-((5-(trifluoromethyl)pyridin-2-yl)amino)nicotinamide